(S)-4-(((R)-2-methoxypropyl)(4-(5,6,7,8-tetrahydro-1,8-naphthyridin-2-yl)butyl)amino)-2-((6-(trifluoromethyl)pyrimidin-4-yl)amino)butanoic acid CO[C@@H](CN(CC[C@@H](C(=O)O)NC1=NC=NC(=C1)C(F)(F)F)CCCCC1=NC=2NCCCC2C=C1)C